benzo[d]thiazole-5-carboxylic acid methyl ester COC(=O)C=1C=CC2=C(N=CS2)C1